N1=NC=C(C=C1)NC1=CC=C2C3(CNCC2=C1)CC3 7'-(pyridazin-4-ylamino)-2',3'-dihydro-1'H-spiro[cyclopropane-1,4'-isoquinoline]